C1=C(C=CC=2C3=CC=CC=C3NC12)C1=CC=CC=2NC3=CC=CC=C3C12 2,4'-bi-9H-carbazole